3-(azetidin-3-yloxymethyl)-5-(trifluoromethyl)pyridine N1CC(C1)OCC=1C=NC=C(C1)C(F)(F)F